ClCC(=O)N1CCC(CC1)C(=O)N1CC(CCC1)C 2-chloro-1-[4-(3-methylpiperidine-1-carbonyl)piperidin-1-yl]ethan-1-one